ClC1=C(C=CC=C1C1=CC=2N(C(C(=CN2)CN[C@H](CO)C(=O)OC)=O)C=C1)C1=C(C(=CC=C1)C1=NC(=C(C=C1)CNC[C@H]1NC(CC1)=O)OC)Cl methyl ((8-(2,2'-dichloro-3'-(6-methoxy-5-(((((S)-5-oxopyrrolidin-2-yl)methyl)amino)methyl)pyridin-2-yl)-[1,1'-biphenyl]-3-yl)-4-oxo-4H-pyrido[1,2-a]pyrimidin-3-yl)methyl)-D-serinate